C1(=CC=CC=C1)C1=NC(=NC(=N1)C1=CC=CC=C1)C1=C(C2=CC=CC=C2C=C1)C1=CC(=CC=C1)C1=NC(=C(N=C1C1=CC=CC=C1)C1=CC=CC=C1)C1=CC=CC=C1 2,4-diphenyl-6-(1-(3-(3,5,6-triphenylpyrazin-2-yl)phenyl)naphthalen-2-yl)-1,3,5-triazine